COC1=C(C(=CC(=C1)C)OCC1CNCCO1)C1=CC(=NN1)NC=1N=CC(=NC1)C#N 5-((5-(2-methoxy-4-methyl-6-(morpholin-2-ylmethoxy)phenyl)-1H-pyrazol-3-yl)amino)pyrazine-2-carbonitrile